FC1=C(C(=CC=C1)O)C1=CC2=C(N(N=C2C=C1)C1CN(CCC1)C(C=C)=O)C1=CC=CC=C1 1-(3-(5-(2-fluoro-6-hydroxyphenyl)-3-phenyl-2H-indazol-2-yl)piperidin-1-yl)prop-2-en-1-one